N=1C=NN2C1C=C(C=C2)OC2=C(C=C([NH-])C=C2)C 4-([1,2,4]triazolo[1,5-a]pyridin-7-yloxy)-3-methylanilineid